2-(4-amino-2-(hydroxymethyl)butoxy)-3-(3-(3-fluoro-5-methylphenyl)-4-(4-oxo-piperidin-1-yl)quinolin-6-yl)benzonitrile NCCC(COC1=C(C#N)C=CC=C1C=1C=C2C(=C(C=NC2=CC1)C1=CC(=CC(=C1)C)F)N1CCC(CC1)=O)CO